(3-dimethylaminopropyl)3-ethylcarbodiimide CN(CCCN=C=NCC)C